2-amino-5,6-dihydro-4H-1,3-thiazin-4-one NC=1SCCC(N1)=O